(S)-1-(1-acryloyl-piperidin-3-yl)-2-fluoro-5,6,7,8,9,10-hexahydrocyclohepta[b]Indole-4-carboxamide C(C=C)(=O)N1C[C@@H](CCC1)C1=C2C3=C(NC2=C(C=C1F)C(=O)N)CCCCC3